Methoxy-4,6'-dimethyl-[3,4'-bipyridine]-2'-carboxylic acid COC1=NC=CC(=C1C1=CC(=NC(=C1)C)C(=O)O)C